FC1(CN(C1)CCCF)CC1=CC=C(C=C1)C1=C(CCCC2=C1C=CC(=C2)C(=O)O)C2=C(C=C(C=C2)F)C(F)(F)F 9-(4-((3-fluoro-1-(3-fluoropropyl)azetidin-3-yl)methyl)phenyl)-8-(4-fluoro-2-(trifluoromethyl)phenyl)-6,7-dihydro-5H-benzo[7]annulene-3-carboxylic acid